4-((4-amino-2-(pyrimidin-4-yl)-1H-imidazo[4,5-c]Quinolin-1-yl)methyl)benzylcarbamic acid 2-methacrylamidoethyl ester C(C(=C)C)(=O)NCCOC(NCC1=CC=C(C=C1)CN1C(=NC=2C(=NC=3C=CC=CC3C21)N)C2=NC=NC=C2)=O